N1NCN2C1=CN=CC2 tetrahydro-[1,2,4]triazolo[4,3-a]pyrazine